BrC1=CC(=C(C(=O)OC)C=C1F)CC#N methyl 4-bromo-2-(cyanomethyl)-5-fluorobenzoate